(tributylstannyl)-4,5,6,7-tetrahydrobenzo[d]thiazole C(CCC)[Sn](CCCC)(CCCC)C=1SC2=C(N1)CCCC2